CC1=CC=C(C=C1)S(=O)(=O)OC(CSC)C=1C=C2C(N(CC2=C(C1)C(F)(F)F)CC1=CC=C(C=C1)OC)=O 1-{2-[(4-methoxyphenyl)methyl]-3-oxo-7-(trifluoromethyl)-1H-isoindol-5-yl}-2-(methylsulfanyl)ethyl 4-methylbenzenesulfonate